NC1=CC=CC=2C(C=3C(=CC=CC3C(C12)=O)S(=O)(=O)O)=O 1-aminoanthraquinone-5-sulfonic acid